2-(chloromethyl)-5-[(1E)-2-(4-methoxyphenyl)vinyl]-1,3,4-oxadiazole ClCC=1OC(=NN1)\C=C\C1=CC=C(C=C1)OC